11,11-difluoro-8-hydroxy-3,4,8,9,10,11-hexahydro-1H-pyrido[4',3':3,4]pyrazolo[1,5-a]azepine-2(7H)-carboxamide FC1(C=2N(CC(CC1)O)N=C1C2CN(CC1)C(=O)N)F